C1(CCCCC1)NC(ONC1CCCCC1)=NC1CCCCC1 1,3-dicyclohexyl-O-(N-cyclohexylamino)-isourea